thiolthione tert-butyl-(3-(4-formylphenethyl)phenyl)carbamate C(C)(C)(C)N(C(O)=O)C1=CC(=CC=C1)CCC1=CC=C(C=C1)C=O.S1(C=CC=C1)=S